CC1[NH2+]CCOC1 3-methylmorpholinium